(7-((3-(Difluoromethyl)-6-ethylpyridin-2-yl)oxy)-2-azaspiro[3.5]nonan-2-yl)((1s,3s)-3-hydroxy-3-methylcyclobutyl)methanon FC(C=1C(=NC(=CC1)CC)OC1CCC2(CN(C2)C(=O)C2CC(C2)(C)O)CC1)F